3-(methylsulfonyl)cyclobutan-1-ol CS(=O)(=O)C1CC(C1)O